NCC1=CC(=C(C=C1)NC(=O)C1=CC2=C(OCCC3=C2SC=C3)C=C1C=1C(=NC(=CC1)C(NC1=C(C(=CC=C1)Cl)F)=O)C(=O)OC)C methyl 3-(9-((4-(aminomethyl)-2-methylphenyl)carbamoyl)-4,5-dihydrobenzo[b]thieno[2,3-d]oxepin-8-yl)-6-((3-chloro-2-fluorophenyl)carbamoyl)picolinate